[Li+].COC1=C(C(=O)[O-])C=C(C=N1)C=1C=CC=2N(N1)C=C(N2)NC(COC)=O 2-methoxy-5-(2-(2-methoxyacetamido)imidazo[1,2-b]pyridazin-6-yl)nicotinic acid, lithium salt